P(=O)(OOC(C)=O)(OC1=C(C=CC=C1)C)OC1=C(C=CC=C1)C acetyloxy bis(2-tolyl) phosphate